6-((4-((2-Cyclopropyl-4-phenylthiazol-5-yl)oxy)pyridin-2-yl)amino)-N-methylpicolinamide C1(CC1)C=1SC(=C(N1)C1=CC=CC=C1)OC1=CC(=NC=C1)NC1=CC=CC(=N1)C(=O)NC